Aluminum-boron-silicon [Si].[B].[Al]